C=C(C(=O)OCCN1C(CCC1)=O)CC(=O)O[C@H](C)CCCCCC (R)-4-(octan-2-yl) 1-(2-(2-oxopyrrolidin-1-yl)ethyl) 2-methylenesuccinate